(3-(4-amino-5-(3-fluoro-4-((1-oxotetrahydro-2H-1λ6-thiopyran-1-ylidene)amino)phenyl)-7-methyl-7H-pyrrolo[2,3-d]pyrimidin-6-yl)-4-fluorophenyl)methacrylamide NC=1C2=C(N=CN1)N(C(=C2C2=CC(=C(C=C2)N=S2(CCCCC2)=O)F)C=2C=C(C=CC2F)C=C(C(=O)N)C)C